CC(CC(=O)SCCNC(CCNC([C@@H](C(COP(OP(OC[C@@H]1[C@H]([C@H]([C@@H](O1)N1C=NC=2C(N)=NC=NC12)O)OP(=O)(O)O)(=O)O)(=O)O)(C)C)O)=O)=O)CC 3-methylpentanoyl-CoA